ClC=1SC=C(N1)C(C(=O)OCC)=[N+]=[N-] ethyl 2-(2-chlorothiazol-4-yl)-2-diazoacetate